N-[3-(dimethylamino)propyl]cholanamide (2S,3S,4S)-tert-Butyl-2-(6-bromopyridin-2-ylcarbamoyl)-4-fluoro-3-hydroxypyrrolidine-1-carboxylate C(C)(C)(C)[C@@]1(N(C[C@@H]([C@H]1O)F)C(=O)O)C(NC1=NC(=CC=C1)Br)=O.CN(CCCNC(CC[C@@H](C)[C@H]1CC[C@H]2[C@@H]3CCC4CCCC[C@]4(C)[C@H]3CC[C@]12C)=O)C